C(C)(C)(C)OC(=O)N(S(=O)(=O)C1=C(C(=C(C=C1)N([C@@H]1CN(CC1)C(=O)OC(C)(C)C)C)C)F)C=1N=CSC1 tert-butyl (S)-3-((4-(N-(tert-butoxycarbonyl)-N-(thiazol-4-yl)sulfamoyl)-3-fluoro-2-methylphenyl)(methyl)amino)pyrrolidine-1-carboxylate